C(C)(C)(C)C1=CC(=C(C=C1)O)C1=CC=C(C=C1)Cl 4-tert-butyl-2-(p-chlorophenyl)phenol